4-(tert-butyl)-N-(2-methyl-4-(3-(3-(N-methylacrylamido)-piperidin-1-yl)pyridin-4-yl)benzyl)-oxazole-2-carboxamide C(C)(C)(C)C=1N=C(OC1)C(=O)NCC1=C(C=C(C=C1)C1=C(C=NC=C1)N1CC(CCC1)N(C(C=C)=O)C)C